CC1N(CC2(CCC2)C1)S(=O)(=O)C1=CN=CS1 5-((7-Methyl-6-azaspiro[3.4]octan-6-yl)sulfonyl)thiazole